IC1=C(C=CC(=C1)C(F)(F)F)[N+]#[C-] 2-iodo-1-isocyano-4-(trifluoromethyl)benzene